ClCC=1C=C(C#N)C=CC1 3-(chloromethyl)-benzonitrile